C(C)(=O)N[C@H]1[C@H](CC[C@H](C1)NC(C)(C)C)N1C([C@H](CC1)NC1=NC(=NC2=CC=C(C=C12)C(F)(F)F)C1CCC(CC1)NC(OC(C)(C)C)=O)=O tert-butyl ((1R,4s)-4-(4-(((S)-1-((1S,2R,4R)-2-acetamido-4-(tert-butylamino)cyclohexyl)-2-oxopyrrolidin-3-yl)amino)-6-(trifluoromethyl)quinazolin-2-yl)cyclohexyl)carbamate